ClC1=C(C=C2C(C(=CN(C2=C1)C)CN[C@@H]1CN(CCC1)C=1C=NC=CC1)=O)F 7-chloro-6-fluoro-1-methyl-3-({[(3S)-1-(pyridin-3-yl)piperidin-3-yl]amino}methyl)-1,4-dihydroquinolin-4-one